3-butylheptyl 8-((3-((isoxazol-3-ylmethyl)sulfonamido)propyl)(8-oxo-8-((3-pentyloctyl)oxy)octyl)amino)octanoate O1N=C(C=C1)CS(=O)(=O)NCCCN(CCCCCCCC(=O)OCCC(CCCC)CCCC)CCCCCCCC(OCCC(CCCCC)CCCCC)=O